FC1(C(CN(CC1)C(=O)OCC1=CC=CC=C1)C1=NC(=C(N=C1)OC)COCOC)F Benzyl 4,4-difluoro-3-(5-methoxy-6-((methoxymethoxy)methyl)pyrazin-2-yl)piperidine-1-carboxylate